ClC=1C(N(C(=CC1OCC1=NC=C(C=C1F)F)C)C1=CC(=NC=C1C)C1=NC(=NC=C1)C(C)(C)O)=O (±)-3-chloro-4-((3,5-difluoropyridin-2-yl)methoxy)-2'-(2-(2-hydroxypropan-2-yl)pyrimidin-4-yl)-5',6-dimethyl-2H-[1,4'-bipyridin]-2-one